2-[(2R)-4-(4-chloro-2-cyanobenzoyl)-2-ethylpiperazin-1-yl]-5-(2-ethoxypyridin-3-yl)-N-[(3R)-pyrrolidin-3-yl]benzamide ClC1=CC(=C(C(=O)N2C[C@H](N(CC2)C2=C(C(=O)N[C@H]3CNCC3)C=C(C=C2)C=2C(=NC=CC2)OCC)CC)C=C1)C#N